O1N=C(C2=C1C=CC=C2)C(S(=O)(=O)N(CC2=C(C=C(C=C2)OC)OC)CC2=C(C=C(C=C2)OC)OC)F 1-(1,2-benzoxazol-3-yl)-N,N-bis[(2,4-dimethoxyphenyl)methyl]-1-fluoromethanesulfonamide